C(C1=CC=CC=C1)N(CCC#N)C=1SC(=C(N1)C1=CC(=C(C=C1)Cl)Cl)CC(C)C 3-(benzyl-(4-(3,4-dichlorophenyl)-5-isobutylthiazol-2-yl)amino)propionitrile